bis(1-adamantyl)-butylphosphane C12(CC3CC(CC(C1)C3)C2)P(CCCC)C23CC1CC(CC(C2)C1)C3